3-hexanoyl-Nitrobenzoxadiazole C(CCCCC)(=O)N1NOC2=C1C(=CC=C2)[N+](=O)[O-]